nonyl 8-((2-aminoethyl)(2-hydroxyethyl)amino)octanoate NCCN(CCCCCCCC(=O)OCCCCCCCCC)CCO